C(#N)C1=CC=C(C=C1)C=1N=C2C(=NC1)N=C(S2)N2CN=C(C(=C2)C2=C(C=CC=C2)OC)CO N-(6-(4-cyanophenyl)thiazolo[4,5-b]pyrazin-2-yl)-5-(2-methoxyphenyl)pyrimidine-4-methanol